1-(2-(4-(methylsulfonyl)phenyl)acetyl)-N-(4-(3-(pyridin-4-yl)phenyl)thiazol-2-yl)azetidine-2-carboxamide CS(=O)(=O)C1=CC=C(C=C1)CC(=O)N1C(CC1)C(=O)NC=1SC=C(N1)C1=CC(=CC=C1)C1=CC=NC=C1